(Z)-3-[1-cyano-2-(2,6-difluorophenyl)-2-oxo-ethylidene]cyclopentanecarboxylate C(#N)/C(/C(=O)C1=C(C=CC=C1F)F)=C\1/CC(CC1)C(=O)[O-]